bis(3,5-di-tert-butyl 4-hydroxy phenyl) adipate C(CCCCC(=O)OC1=CC(=C(C(=C1)C(C)(C)C)O)C(C)(C)C)(=O)OC1=CC(=C(C(=C1)C(C)(C)C)O)C(C)(C)C